1-[4-[5-(4-ethyl-1,2,4-triazol-3-yl)-1-methyl-indazol-7-yl]oxyphenyl]-3-(oxetan-3-ylmethyl)imidazol-2-one C(C)N1C(=NN=C1)C=1C=C2C=NN(C2=C(C1)OC1=CC=C(C=C1)N1C(N(C=C1)CC1COC1)=O)C